(R,R)-2,2'-isopropylidenebis(4-phenyl-2-oxazoline) C(C)(C)(C=1OC[C@H](N1)C1=CC=CC=C1)C=1OC[C@H](N1)C1=CC=CC=C1